4-(8-fluoro-7-(8-fluoronaphthalen-1-yl)-2-((hexahydro-1H-pyrrolizin-7a-yl)methoxy)pyrido[4,3-d]pyrimidin-4-yl)-6-methyl-1,4-oxazepan-6-ol FC1=C(N=CC2=C1N=C(N=C2N2CCOCC(C2)(O)C)OCC21CCCN1CCC2)C2=CC=CC1=CC=CC(=C21)F